octahydro-2H-benzo[b][1,4]oxazine formate C(=O)O.O1C2C(NCC1)CCCC2